8-hydroxyladenin OC1=NC2=NC=NC(=C2N1)N